4-(dibutylaminomethylethoxymethylsilyl)styrene C(CCC)N(CCCC)C[SiH](C1=CC=C(C=C)C=C1)COCC